1-(4-iodophenyl)-2-(trifluoromethoxy)ethan-1-one IC1=CC=C(C=C1)C(COC(F)(F)F)=O